C(CCCCC)P(=O)O hexyl-hypophosphorous acid